ClC1=CC(=C(C=C1)[C@]1(OC2=C(O1)C=CC=C2C=2CCN(CC2)[C@@H](C)C2=NC1=C(N2C[C@H]2OCC2)C=C(C=C1)C(=O)O)C)F 2-((S)-1-(4-((R)-2-(4-chloro-2-fluorophenyl)-2-methylbenzo[d][1,3]dioxolan-4-yl)-3,6-dihydropyridin-1(2H)-yl)ethyl)-1-(((S)-oxetan-2-yl)methyl)-1H-benzo[d]imidazole-6-carboxylic acid